(tert-butyl 2-(2-(2-aminoethoxy) ethoxy) ethyl) carbamate C(N)(OCC(OCCOCCN)C(C)(C)C)=O